1-(difluoromethyl)-1H-pyrazole-4-sulfonyl chloride FC(N1N=CC(=C1)S(=O)(=O)Cl)F